N1C=C(C2=CC=CC=C12)NC(=O)N1CC2=CC=C(C=C2CC1)C(F)(F)F N-(1H-indol-3-yl)-6-trifluoromethyl-3,4-dihydroisoquinoline-2(1H)-carboxamide